C(C)OC(=O)[C@H]1N[C@H]2C[C@]2(C1)COCCNC(C)=O (1S,3S,5R)-5-((2-acetamidoethoxy)methyl)-2-azabicyclo[3.1.0]hexane-3-carboxylic acid ethyl ester